(1R,2S,5S)-methyl 3-((2S)-2-(2-cyclopropyl-2-methoxyacetamido)-3,3-dimethylbutanoyl)-6,6-dimethyl-3-azabicyclo[3.1.0]hexane-2-carboxylate C1(CC1)C(C(=O)N[C@H](C(=O)N1[C@@H]([C@H]2C([C@H]2C1)(C)C)C(=O)OC)C(C)(C)C)OC